2-chloro-11-cyclopentyl-5-methylpyrimido[4,5-b][1,4]benzodiazepin-6-one ClC=1N=CC2=C(N(C3=C(C(N2C)=O)C=CC=C3)C3CCCC3)N1